tert-butyl O-methyl-D-serinate COC[C@@H](N)C(=O)OC(C)(C)C